OC1=NC2=CC=CC(=C2C=C1)C1(CC1)NC(C1=C(C=CC(=C1)OCC1N(CC1)C)C)=O N-(1-(2-Hydroxyquinolin-5-yl)cyclopropyl)-2-methyl-5-((1-methylazetidin-2-yl)methoxy)benzamide